NC1=C(NC=C1)C(=O)O 3-AMINO-1H-PYRROLE-2-CARBOXYLIC ACID